2,4,6-trihydroxy-3-methylbenzaldehyde OC1=C(C=O)C(=CC(=C1C)O)O